OC(=O)C(F)(F)F.N1(CCNCC1)CC1CCN(CC1)C1=CC=C(N=N1)C(=O)OC Methyl 6-(4-(piperazin-1-ylmethyl)piperidin-1-yl)pyridazine-3-carboxylate TFA Salt